4-(4-(1-ethyl-4-(trifluoromethyl)-1H-imidazol-2-yl)-3-fluorobenzyl)-4,5,6,7-tetrahydropyrazolo[1,5-a]pyrimidin-6-ol C(C)N1C(=NC(=C1)C(F)(F)F)C1=C(C=C(CN2C=3N(CC(C2)O)N=CC3)C=C1)F